CC(=CCC/C(=C/C=C/C(=C/C=C/C=C(/C=C/C=C(/CCC=C(C)C)\\C)\\C)/C)/C)C The molecule is an apo carotenoid triterpenoid that is tetracosane containing double bonds at the 2-3, 6-7, 8-9, 10-11, 12-13, 14-15, 16-17, 18-19, and 22-23 positions, and substituted by methyl groups at positions 2, 6, 10, 15, 19, and 23. It is an apo carotenoid triterpenoid, a triterpene and a polyene.